2-[2-[tert-butyl-(dimethyl)silyl]oxyethoxy]-4-fluoro-aniline C(C)(C)(C)[Si](OCCOC1=C(N)C=CC(=C1)F)(C)C